3-(5-(1H-1,2,4-triazol-5-yl)pyridin-3-yl)phenyl (naphthalen-2-ylmethyl)carbamate C1=C(C=CC2=CC=CC=C12)CNC(OC1=CC(=CC=C1)C=1C=NC=C(C1)C1=NC=NN1)=O